ClC1=NC=C(C(=N1)C1=C(N=C(S1)OC)C)F 5-(2-chloro-5-fluoropyrimidin-4-yl)-2-methoxy-4-methylthiazole